COC=1C=C(C=CC1)CNC 1-(3-methoxyphenyl)-N-methyl-methylamine